diphenylcyclohexan-3-ol C1(=CC=CC=C1)C1(CCC(CC1)O)C1=CC=CC=C1